CC1=C(C(=O)N[C@H](C)C2=CC=CC3=CC=CC=C23)C=C(C=C1)OC1CN(C1)C (R)-2-methyl-5-((1-methylazetidin-3-yl)oxy)-N-(1-(naphthalen-1-yl)ethyl)benzamide